C(C1=CC=CC=C1)OC1=C(C=CC=C1)C1CCC(CC1)OC[C@]1(C[C@H](CC1)NS(=O)(=O)C)/C(/N)=N/OC(CCl)=O (1R,3S,Z)-1-((((1s,4S)-4-(2-(benzyloxy)phenyl)cyclohexyl)oxy)methyl)-N'-(2-chloroacetoxy)-3-(methylsulfonamido)cyclopentane-1-carboximidamide